C(#N)C1=CC(=C(COC2=CC=CC(=N2)C2=CC=C(C=C2)C2(CC2)C2=NC3=C(N2CCOC)C=C(C=C3)C(=O)OC)C=C1)F Methyl 2-(1-(4-(6-((4-cyano-2-fluorobenzyl) oxy) pyridin-2-yl) phenyl) cyclopropyl)-1-(2-methoxyethyl)-1H-benzo[d]imidazole-6-carboxylate